(S)-3-amino-5-methyl-7-(4-methyl-1H-pyrazol-1-yl)-2,3-dihydrobenzo[b][1,4]oxazepin-4(5H)-one N[C@@H]1C(N(C2=C(OC1)C=CC(=C2)N2N=CC(=C2)C)C)=O